C1(CCCCC1)O[Si](O[Si](C)(C)C)(C)C 1-cyclohexoxy-1,1,3,3,3-pentamethyldisiloxane